9,9-Diphenyl-9H-fluorene-4-selenol C1(=CC=CC=C1)C1(C2=CC=CC=C2C=2C(=CC=CC12)[SeH])C1=CC=CC=C1